NCC=1C=C(C=CC1)B(O)O 3-(aminomethyl)-phenyl-boronic acid